OC1=CC(=NN1C1=NC=CC=C1)C(=O)NC1=CC=C(C=C1)CO 5-hydroxy-N-(4-(hydroxymethyl)phenyl)-1-(pyridin-2-yl)-1H-pyrazole-3-carboxamide